6-hydroxy-2-(6-phenylpyridin-3-yl)-4H-chromen-4-one OC=1C=C2C(C=C(OC2=CC1)C=1C=NC(=CC1)C1=CC=CC=C1)=O